tert-butyl 2-oxo-6-(trifluoromethyl)piperidine-1-carboxylate O=C1N(C(CCC1)C(F)(F)F)C(=O)OC(C)(C)C